N-((1R,3S)-3-((6-chloro-2-(trifluoromethyl)quinolin-4-yl)amino)cyclohexyl)-3-cyano-1-(2-fluoro-2-methylpropyl)-1H-pyrazole-4-carboxamide ClC=1C=C2C(=CC(=NC2=CC1)C(F)(F)F)N[C@@H]1C[C@@H](CCC1)NC(=O)C=1C(=NN(C1)CC(C)(C)F)C#N